COC(CCCCCCCCCCC(=O)O)=O dodecanedioic acid-monomethyl ester